COC1=C(C=C2C(=NC=3N(C2=C1)C=NC3)N[C@H](C)C3=CC(=CC(=C3)C(F)(F)F)[N+](=O)[O-])O 8-methoxy-5-{[(1R)-1-[3-nitro-5-(trifluoromethyl)phenyl]ethyl]amino}imidazo[1,5-a]quinazolin-7-ol